IC1=CN=C(N(C1=O)C)N1CCC2(CCC[C@H]2N[S@](=O)C(C)(C)C)CC1 (R)-N-((R)-8-(5-iodo-1-methyl-6-oxo-1,6-dihydropyrimidin-2-yl)-8-azaspiro[4.5]decan-1-yl)-2-methylpropane-2-sulfinamide